C(CCCCCCCCCCCCCCCCC)[Si](OCCOCC)(OCCOCC)CCCCCCCCCCCCCCCCCC dioctadecyl-bis-(2-ethoxyethoxy)silane